4-(2-chloro-8-(2-methoxypyridin-4-yl)-9-methyl-9H-purin-6-yl)morpholine tert-butyl-(S)-3-((5-fluoro-6-methoxypyridin-2-yl)oxy)pyrrolidine-1-carboxylate C(C)(C)(C)OC(=O)N1C[C@H](CC1)OC1=NC(=C(C=C1)F)OC.ClC1=NC(=C2N=C(N(C2=N1)C)C1=CC(=NC=C1)OC)N1CCOCC1